tert-butyl (R)-3-((S)-3-(4-bromo-3-formylphenyl)-1-(tert-butoxy)-1-oxopropan-2-yl)pyrrolidine-1-carboxylate BrC1=C(C=C(C=C1)C[C@H](C(=O)OC(C)(C)C)[C@@H]1CN(CC1)C(=O)OC(C)(C)C)C=O